N-[2-acetoxy-(3-chloropropyl)]acetamide tert-butyl-(3R,4R)-3-(benzyl(methyl)amino)-4-methylpyrrolidine-1-carboxylate C(C)(C)(C)OC(=O)N1C[C@@H]([C@@H](C1)C)N(C)CC1=CC=CC=C1.C(C)(=O)OC(CNC(C)=O)CCl